C(CCC)C1C(=NN(C1(C(=O)NCCCCC(C)(C)O)C)C1=CC=CC=C1)C1=CC(=C(C=C1)F)F 4-butyl-3-(3,4-difluorophenyl)-N-(5-hydroxy-5-methylhexyl)-5-methyl-1-phenyl-4,5-dihydro-1H-pyrazole-5-carboxamide